4-(4-(difluoromethoxy)phenyl)-2-(cyclopropylamino)-6-(2-methyl-2H-indazol-5-yl)thiazolo[4,5-d]pyrimidine-5,7(4H,6H)-dione FC(OC1=CC=C(C=C1)N1C(N(C(C2=C1N=C(S2)NC2CC2)=O)C2=CC1=CN(N=C1C=C2)C)=O)F